C(C)OC=1C=CC(=NC1)C=1N(C(=NN1)C1CC(C1)NC(=O)C1=CC=NC2=CC=CN=C12)C1=C(C=CC=C1)F N-((1S,3r)-3-(5-(5-ethoxypyridin-2-yl)-4-(2-fluorophenyl)-4H-1,2,4-triazol-3-yl)cyclobutyl)-1,5-naphthyridine-4-carboxamide